Methyl 2-chloro-2-oxoacetate ClC(C(=O)OC)=O